ClC=1C=C(C=C(C1OCCCCl)Cl)C1(COC1)C1=CC=C(OCC(CN(C(OC(C)(C)C)=O)S(=O)(=O)C)=O)C=C1 tert-butyl N-(3-(4-(3-(3,5-dichloro-4-(3-chloropropoxy)phenyl)oxetan-3-yl)phenoxy)-2-oxo-propyl)-N-methylsulfonyl-carbamate